N1(CN(CN(C1)CCN(C)C)CCN(C)C)CCN(C)C 2,2',2''-(1,3,5-triazinane-1,3,5-triyl)tris(N,N-dimethylethan-1-amine)